3-(2-cyanopropan-2-yl)-4-fluorobenzoic acid C(#N)C(C)(C)C=1C=C(C(=O)O)C=CC1F